CN(C1=CC(=CC=C1N1CCN(CC1)C)N)C N1,N1-dimethyl-6-(4-methylpiperazin-1-yl)benzene-1,3-diamine